tert-butyl 4-{[(3R)-1-{5-carbamoyl-6-[(3-methyl-1,2-thiazol-5-yl)amino]pyrazin-2-yl}piperidin-3-yl]carbamoyl}piperidine-1-carboxylate C(N)(=O)C=1N=CC(=NC1NC1=CC(=NS1)C)N1C[C@@H](CCC1)NC(=O)C1CCN(CC1)C(=O)OC(C)(C)C